CC1=C(OC2=C1C=C(C=C2)S(N(CCC2=CC=CC=C2)C2=C(C=CC=C2)N2CCN(CC2)C(C2=CC=C(C=C2)C)=O)(=O)=O)C(=O)[O-] 3-methyl-5-(N-(2-(4-(4-methylbenzoyl)piperazin-1-yl)phenyl)-N-Phenethylsulfamoyl)benzofuran-2-carboxylate